C1OCC2C1CNC2 hexahydrofuro[3,4-c]pyrrol